1-(6-Chloro-2-((1-cyclopropyl-5-methyl-1H-pyrazol-4-yl)amino)quinazolin-7-yl)-2,4-dimethylpiperidin-4-ol ClC=1C=C2C=NC(=NC2=CC1N1C(CC(CC1)(O)C)C)NC=1C=NN(C1C)C1CC1